N-[(7S)-4-Fluorobicyclo[4.2.0]octa-1,3,5-trien-7-yl]-N'-hydroxy-4-{[(3R)-1-(hydroxyacetyl)pyrrolidin-3-yl]oxy}-1,2,5-oxadiazol-3-carboximidamid FC1=CC=C2C[C@@H](C2=C1)NC(=NO)C1=NON=C1O[C@H]1CN(CC1)C(CO)=O